ClC=1C=C(C=CC1C(=O)N1CCN(CC1)C(=O)C1CCNCC1)NC(=O)C=1N(C(=CN1)C=1C(=NN(C1)C1=NC=C(C=N1)F)C(F)(F)F)C N-[3-chloro-4-[4-(piperidine-4-carbonyl)piperazine-1-carbonyl]phenyl]-5-[1-(5-fluoropyrimidin-2-yl)-3-(trifluoromethyl)pyrazol-4-yl]-1-methyl-imidazole-2-carboxamide